1-(3-chlorophenyl)-3-(phenylcarbamoyl)urea ClC=1C=C(C=CC1)NC(=O)NC(NC1=CC=CC=C1)=O